ClC1=CC=C2C(=C(C(N(C2=C1)C)=O)C#N)N1CCC(CC1)(C=1OC2=C(N1)C=C(C=C2)C)C 7-Chloro-1-methyl-4-[4-methyl-4-(5-methyl-1,3-benzooxazol-2-yl)piperidin-1-yl]-2-oxo-1,2-dihydro-quinoline-3-carbonitrile